ClC1=C2NC(C(NC2=C(C=C1)C)=NNC(C)=O)(C)C N'-(5-chloro-3,3,8-trimethyl-3,4-dihydroquinoxalin-2(1H)-ylidene)acethydrazide